tert-butyl [(1R)-1-(4-cyclopropyl-3,5-diethoxyphenyl)ethyl]carbamate C1(CC1)C1=C(C=C(C=C1OCC)[C@@H](C)NC(OC(C)(C)C)=O)OCC